C(C)(C)(C)OC(=O)N[C@@H](CC1=CC=C(C=C1)NS(O)(=O)=O)C=1SC=C(N1)C1=CC(=CC=C1)C(F)(F)F 4-((S)-2-(tert-Butoxycarbonylamino)-2-(4-(3-(trifluoromethyl)phenyl)thiazol-2-yl)ethyl)-phenyl-sulfamic acid